2-(4-(((triisopropylsilyl)oxy)methyl)phenoxy)acetic acid C(C)(C)[Si](OCC1=CC=C(OCC(=O)O)C=C1)(C(C)C)C(C)C